CN1N=C2CN(CCC2=C1C1=CC=CC=C1)C(=O)C1=CC=2NC=CC2S1 (2-methyl-3-phenyl-2,4,5,7-tetrahydro-6H-pyrazolo[3,4-c]pyridin-6-yl)(4H-thieno[3,2-b]pyrrol-2-yl)methanone